6-hydroxy-3-(5-methylthiazol-4-yl)inden-1-one OC1=CC=C2C(=CC(C2=C1)=O)C=1N=CSC1C